ClCC1=C(C=CC=C1)N=C=O monochloromethylphenyl isocyanate